(2-(4-((2-((Tert-butoxycarbonyl)amino)ethyl)carbamoyl)piperidin-1-yl)thiazole-4-carbonyl)-O-(tert-butyldimethylsilyl)-Z-serine C(C)(C)(C)OC(=O)NCCNC(=O)C1CCN(CC1)C=1SC=C(N1)C(=O)N[C@@H](CO[Si](C)(C)C(C)(C)C)C(=O)O